2-((3-(2-methyl-3-(1,4-benzodioxan-6-yl)anilino)isothiazolo[4,5-b]pyrazin-5-ylmethylene)amino)-2-methyl-3-hydroxypropionic acid CC1=C(NC2=NSC=3C2=NC(=CN3)C=NC(C(=O)O)(CO)C)C=CC=C1C1=CC3=C(OCCO3)C=C1